ClC1=C(C#N)C=CC(=C1)C(=O)N1CC2(C1)CC(C2)N(C=2C1=C(N=CN2)NC=C1)C 2-Chloro-4-(6-(methyl(7H-pyrrolo[2,3-d]pyrimidin-4-yl)amino)-2-azaspiro[3.3]heptan-2-carbonyl)benzonitril